sodium 2,2-dimethylbutyrate CC(C(=O)[O-])(CC)C.[Na+]